N-[4-Amino-1-(2-trimethylsilylethoxymethyl)pyrazolo[4,3-c]pyridin-7-yl]-2-oxo-2-[rac-(2R,5S)-2-(5-methoxy-3-pyridyl)-5-methyl-1-piperidyl]acetamide NC1=NC=C(C2=C1C=NN2COCC[Si](C)(C)C)NC(C(N2[C@H](CC[C@@H](C2)C)C=2C=NC=C(C2)OC)=O)=O |r|